4-(2,4-dioxotetrahydropyrimidin-1(2H)-yl)-1-isopropyl-N-methyl-N-(piperidin-4-yl)-1H-indole-6-carboxamide O=C1N(CCC(N1)=O)C1=C2C=CN(C2=CC(=C1)C(=O)N(C1CCNCC1)C)C(C)C